C(=O)C1=C(C(=C(C=C1)CC(=O)N)C(F)(F)F)O 2-(4-formyl-3-hydroxy-2-(trifluoromethyl)phenyl)acetamide